Methyl 4-bromo-2-(4-methoxyphenoxy)benzoate BrC1=CC(=C(C(=O)OC)C=C1)OC1=CC=C(C=C1)OC